(E)-3-((1S,2S)-2-aminocyclopentyl)acrylic acid N[C@@H]1[C@@H](CCC1)/C=C/C(=O)O